C1(CC1)C=1C=C(C(=NC1OC)CCN)OC 2-(5-cyclopropyl-3,6-dimethoxypyridin-2-yl)ethan-1-amine